(2S,6S)-N-((S)-1-cyano-2-(4-(3-methyl-2-oxo-2,3-dihydrobenzo[d]oxazol-5-yl)phenyl)ethyl)-6-hydroxy-1,4-oxazocane-2-carboxamide C(#N)[C@H](CC1=CC=C(C=C1)C=1C=CC2=C(N(C(O2)=O)C)C1)NC(=O)[C@H]1OCC[C@@H](CNC1)O